(S)-4-((2-((2-methylpyridin-3-yl)oxy)ethyl)(4-(5,6,7,8-tetrahydro-1,8-naphthyridin-2-yl)butyl)amino)-2-((5-phenylpyridin-2-yl)amino)butanoic acid CC1=NC=CC=C1OCCN(CC[C@@H](C(=O)O)NC1=NC=C(C=C1)C1=CC=CC=C1)CCCCC1=NC=2NCCCC2C=C1